2-((S)-3-(1-methylcyclopropyl)-2-(5-(trifluoromethyl)isoxazole-3-carboxamido)propionyl)-1-(((S)-2-oxopyrrolidin-3-yl)methyl)hydrazine-1-carboxylic acid tert-butyl ester C(C)(C)(C)OC(=O)N(NC([C@H](CC1(CC1)C)NC(=O)C1=NOC(=C1)C(F)(F)F)=O)C[C@H]1C(NCC1)=O